O1COC2=C1C=CC(=C2)N2C[C@]1(C[C@H]1C2)C2=C(C=C(C=C2)F)Cl (1S,5R,E)-N-benzo[d][1,3]dioxolan-5-yl-1-(2-chloro-4-fluorophenyl)-3-azabicyclo[3.1.0]hexane